3-cyclopropylaniline C1(CC1)C=1C=C(N)C=CC1